ONC(=O)O Hydroxyl-aminocarboxylic acid